FC(N1C=NC2=C1C=CC(=C2)OC2=C(C(=C(C=C2)NC=2C1=C(N=CN2)C=NC(=N1)S(=O)C)F)C)F N-(4-((1-(difluoromethyl)-1H-benzo[d]imidazol-5-yl)-oxy)-2-fluoro-3-methyl-phenyl)-6-(methylsulfinyl)-pyrimido[5,4-d]pyrimidin-4-amine